FC1=C(C=CC=C1)NC1=NC=NC2=CC(=CC=C12)C(=O)NCCCCCCNC=1C2=CC=C(C=C2N=C2CCCCC12)C 4-((2-fluorophenyl)amino)-N-(6-((6-methyl-1,2,3,4-tetrahydroacridin-9-yl)amino)hexyl)quinazolin-7-carboxamide